(3R)-4-(6,7-dimethyl-2-(1H-pyrazol-3-yl)-6,7,8,9-tetrahydro-1,3,7,9a-tetraazabenzo[cd]azulen-4-yl)-3-methylmorpholine CC1C=2C3=C(C(=NN3CCN1C)C1=NNC=C1)N=C(C2)N2[C@@H](COCC2)C